2-(1-benzofuran-5-yl)-3-(pyridin-4-yl)-4,5,6,7-tetrahydropyrazolo[1,5-a]pyrazine hydrochloride Cl.O1C=CC2=C1C=CC(=C2)C2=NN1C(CNCC1)=C2C2=CC=NC=C2